1-[2-fluoro-6-(methoxymethoxy)-4-methyl-phenyl]-N-[(3R)-1-[2-[tert-butyl(dimethyl)silyl]-oxyethyl]-3-piperidyl]pyrido[3,4-d]pyridazin-4-amine FC1=C(C(=CC(=C1)C)OCOC)C1=C2C(=C(N=N1)N[C@H]1CN(CCC1)CCO[Si](C)(C)C(C)(C)C)C=NC=C2